NC(C#CC=1C=C(C=2N(C1)N=CC2C#N)C=2C=CC(=NC2)N2CCC(CC2)(C)NC(C2=NC=CC=C2CCl)=O)(C)C N-(1-(5-(6-(3-amino-3-Methylbut-1-yn-1-yl)-3-cyanopyrazolo[1,5-a]pyridin-4-yl)pyridin-2-yl)-4-methylpiperidine-4-yl)-3-chloromethylpicolinamide